N-hydroxy-3-(4-propylphenyl)propanimidamide ONC(CCC1=CC=C(C=C1)CCC)=N